FC=1C=CC(=C(C1)C1=CC(=C(N1C)C)C(=O)N(CC1=C(C=CC=C1)OC)C1=CC=C(C=C1)O)C(=O)N1CC2=CC=CC=C2C[C@H]1CN1CCOCC1 5-[5-fluoro-2-[(3S)-3-(morpholinomethyl)-3,4-dihydro-1H-isoquinoline-2-carbonyl]phenyl]-N-(4-hydroxyphenyl)-N-[(2-methoxyphenyl)methyl]-1,2-dimethyl-pyrrole-3-carboxamide